FC=1C(=NC=C(C1)F)C(=O)NNC(C(=O)OC)=O methyl 2-[2-(3,5-difluoropyridine-2-carbonyl)hydrazino]-2-oxo-acetate